2-[5-(6-chloro-8-methyl-4-oxo-3,1-benzoxazin-2-yl)-1-(3-chloro-2-pyridinyl)pyrazol-3-yl]acetonitrile ClC=1C=C(C2=C(C(OC(=N2)C2=CC(=NN2C2=NC=CC=C2Cl)CC#N)=O)C1)C